4-(1-(4-chlorobenzyl)-1H-pyrazolo[4,3-b]pyridin-6-yl)-6-methyl-1,6-dihydro-7H-pyrrolo[2,3-c]pyridin-7-one ClC1=CC=C(CN2N=CC3=NC=C(C=C32)C=3C2=C(C(N(C3)C)=O)NC=C2)C=C1